5-(5-cyclopropyl-1,2,4-oxadiazol-3-yl)-2-[3-(1,1-difluoroethyl)-7-methyl-7H-imidazo[4,5-c]pyridazin-6-yl]-3-(ethylsulfanyl)pyridine C1(CC1)C1=NC(=NO1)C=1C=C(C(=NC1)C1=NC2=C(N=NC(=C2)C(C)(F)F)N1C)SCC